N-((1R,4r)-4-(2-(((R)-2-Hydroxy-2-(2-methylpyridin-3-yl)ethyl)amino)-2-methylpropyl)cyclohexyl)acetamide dihydrochloride Cl.Cl.O[C@@H](CNC(CC1CCC(CC1)NC(C)=O)(C)C)C=1C(=NC=CC1)C